ClC=1C(=C(C=C(C1)CC)N1CCN(CC1)CC[C@@H]1CC[C@H](CC1)N)OC trans-4-(2-(4-(3-Chloro-5-ethyl-2-methoxyphenyl)piperazin-1-yl)ethyl)cyclohexan-1-amine